ClC1=CC=C(CN2N=C3C4=C(CCC3=C2)OC(=C4C)C(=O)NC[C@@H]4OCCC4)C=C1 |r| 2-(4-chlorobenzyl)-8-methyl-N-[(2RS)-tetrahydrofuran-2-ylmethyl]-4,5-dihydro-2H-furo[2,3-g]indazole-7-carboxamide